CC1(OC(CN(C1)C(C#CC)=O)(COC=1C=2N(C=C(N1)C=1C=NN(C1)C)N=CC2)C)C 1-(2,2,6-Trimethyl-6-(((6-(1-methyl-1H-pyrazol-4-yl)pyrazolo[1,5-a]pyrazin-4-yl)oxy)methyl)morpholino)but-2-yn-1-one